C1=CC=CC(CCC1)[Ni+] 5-cyclooctadienylnickel (II)